COC(C(CCOC)C1=NC(=NC=C1)NS(=O)(=O)CCC1=CC=C(C=C1)OC)=O 4-methoxy-2-(2-(N-(4-methoxybenzyl)methylsulfonylamino)pyrimidin-4-yl)butanoic acid methyl ester